ClC1=CC=C(C=C1)C1=C(CCC(C1)(C)C)CN1C2CN(C(C1)C2)CC=2C=C1C(N(C(C1=CC2)=O)N2C(NC(CC2)=O)=O)=O 5-((5-((4'-chloro-5,5-dimethyl-3,4,5,6-tetrahydro-[1,1'-biphenyl]-2-yl)methyl)-2,5-diazabicyclo[2.2.1]heptan-2-yl)methyl)-2-(2,4-dioxotetrahydropyrimidin-1(2H)-yl)isoindoline-1,3-dione